ClC1=C(C(=O)N[C@H]2[C@H]3CC[C@@H](C2)N3C#N)C=CC(=C1)C=1C=CC=3N(C1)C=CN3 2-chloro-N-((1R,2R,4S)-7-cyano-7-azabicyclo[2.2.1]heptan-2-yl)-4-(imidazolo[1,2-a]pyridin-6-yl)benzamide